2,2'-{(4-benzyl-1,4,7-triazecane-1,7-diyl)bis[methylene(2-hydroxy-5-methyl-3,1-phenylene)methyleneoxy]}di(propane-1,3-diol) C(C1=CC=CC=C1)N1CCN(CCCN(CC1)CC=1C(=C(C=C(C1)C)COC(CO)CO)O)CC=1C(=C(C=C(C1)C)COC(CO)CO)O